C[C@@](C(=O)O)(CCC(C=[N+]=[N-])=O)NC([C@H](C)OC)=O methyl-(S)-6-diazo-2-((S)-2-methoxypropionamido)-5-oxohexanoic acid